C(C)N1C(N(C=2C(=C(C=C3C2C1=NC(N3C)=O)CO)F)CC3=CC=C(C=C3)OC)=O 3-Ethyl-9-fluoro-8-(hydroxymethyl)-1-(4-methoxybenzyl)-6-methyl-1H-pyrimido[4,5,6-de]quinazoline-2,5(3H,6H)-dione